(2S,5R)-5-(2-chlorophenyl)-1-(4-((3-methoxyphenoxy)methyl)benzoyl)pyrrolidine-2-carboxylic acid ClC1=C(C=CC=C1)[C@H]1CC[C@H](N1C(C1=CC=C(C=C1)COC1=CC(=CC=C1)OC)=O)C(=O)O